FC(C=1C(=NC(=NC1)NC=1C(=NN(C1)C1CCN(CC1)C)C)NCCCN1CCOCC(C1=O)(C)C)F 4-(3-((5-(Difluoromethyl)-2-((3-methyl-1-(1-methylpiperidin-4-yl)-1H-pyrazol-4-yl)amino)pyrimidin-4-yl)amino)propyl)-6,6-dimethyl-1,4-oxazepan-5-on